CC(C)(C)P(C(C)(C)C)C(C)(C)C.[Pd] palladium tris(2-Methyl-2-propanyl)phosphine